5,10,15,20-tetrakis(2-thienyl)porphyrin S1C(=CC=C1)C=1C2=CC=C(N2)C(=C2C=CC(C(=C3C=CC(=C(C=4C=CC1N4)C=4SC=CC4)N3)C=3SC=CC3)=N2)C=2SC=CC2